3-(Benzylamino)-6-Chloro-5-(2,3-difluorophenyl)-4H-thieno[3,2-e][1,2,4]thiadiazine 1,1-dioxide C(C1=CC=CC=C1)NC1=NS(C2=C(N1)C(=C(S2)Cl)C2=C(C(=CC=C2)F)F)(=O)=O